C(CCC)C1=C(C(=O)O)C=CC(=C1)O.C(CCC)OC(C1=CC=C(C=C1)O)=O.[N+](=O)([O-])C1=CC2=C(N=C(S2)NC(=O)C2=NC=CN=C2)C=C1 N-(6-nitrobenzo[d]thiazol-2-yl)pyrazine-2-carboxamide butyl-4-hydroxybenzoate (butyl-p-hydroxybenzoate)